β-D-glucuronic acid, cyclohexylammonium salt C1(CCCCC1)[NH3+].O[C@H]1[C@H](O)[C@@H](O)[C@H](O)[C@H](O1)C(=O)[O-]